3-[[4-[(1S)-2-(tert-Butoxycarbonylamino)-1-methyl-ethoxy]-6-(2,6-dimethylphenyl)pyrimidin-2-yl]sulfamoyl]benzoic acid C(C)(C)(C)OC(=O)NC[C@@H](OC1=NC(=NC(=C1)C1=C(C=CC=C1C)C)NS(=O)(=O)C=1C=C(C(=O)O)C=CC1)C